tert-butyl (1-((4-((6,7-diMethoxyquinolin-4-yl)oxy)-3-fluorophenyl)carbamoyl)cyclopropyl)carbamate COC=1C=C2C(=CC=NC2=CC1OC)OC1=C(C=C(C=C1)NC(=O)C1(CC1)NC(OC(C)(C)C)=O)F